ClC1=C(C=C2C(=C(N(C2=C1C#N)C)C1=NNC(=N1)C(=O)N(C)C)N1C=NC=C1)OC 3-(6-chloro-7-cyano-3-(1H-imidazol-1-yl)-5-methoxy-1-methyl-1H-indol-2-yl)-N,N-dimethyl-1H-1,2,4-triazole-5-carboxamide